5-amino-2-(4-aminophenylphenoxy)benzoxazole NC=1C=CC2=C(N=C(O2)OC2=C(C=CC=C2)C2=CC=C(C=C2)N)C1